C(C)(C)NS(=O)(=O)C1CCCCC1 isopropyl-cyclohexylsulfonamide